C(C)(C)(C)OC(=O)N[C@]1(CN(CC1)CC1=CC(=NC=C1)C(=O)[O-])C.[Li+] lithium (R)-4-((3-((tert-butoxycarbonyl)amino)-3-methylpyrrolidin-1-yl)methyl)picolinate